C(CCC)(OCCC)(OCCC)OCCC tripropyl orthobutyrate